C(C(C)C)C=1C=CC(=C(C1)N1CCN(CC1)CC1=NC(C2=C(N1)N(N=C2)C)=O)C=2N=NNN2 6-[[4-[5-isobutyl-2-(2H-tetrazol-5-yl)phenyl]piperazin-1-yl]methyl]-1-methyl-7H-pyrazolo[3,4-d]pyrimidin-4-one